N-pyrimidin-4-yl-5-[[rac-(1S,2S,4S)-2-(dimethylamino)-4-[3-(trifluoromethyl)phenyl]-cyclohexyl]amino]pyridine-2-sulfonamide N1=CN=C(C=C1)NS(=O)(=O)C1=NC=C(C=C1)N[C@@H]1[C@H](C[C@H](CC1)C1=CC(=CC=C1)C(F)(F)F)N(C)C |r|